3,3,3-trifluoropropyl (S)-6-diazo-2-((R)-2-methoxypropanamido)-5-oxohexanoate [N+](=[N-])=CC(CC[C@@H](C(=O)OCCC(F)(F)F)NC([C@@H](C)OC)=O)=O